C(C)OC(C(C)=NNC1=C(C(=CC(=C1)Br)C)F)=O 2-(2-(5-bromo-3-methyl-2-fluorophenyl)hydrazono)propionic acid ethyl ester